1-(4-(trifluoromethyl)phenyl)imidazo[1,5-a]pyridine-3-carbohydrazide FC(C1=CC=C(C=C1)C=1N=C(N2C1C=CC=C2)C(=O)NN)(F)F